(4-(3,3-dimethylbutoxy)phenyl)boronic acid CC(CCOC1=CC=C(C=C1)B(O)O)(C)C